C(C1=CC=CC=C1)[C@H]1N(OCC1)C1=CC(=NC=N1)NC=1C(=CC(=C(C1)C(C(=O)N)=C)N1CCOCC1)OC (5-((6-((R)-3-benzylisooxazolidin-2-yl)pyrimidin-4-yl)amino)-4-methoxy-2-morpholinophenyl)acrylamide